NC1=C(C=C(C(=C1)Cl)SC)O 2-amino-4-chloro-5-(methylthio)phenol